Cl.BrC1=C2CCNCC2=CC=C1 5-bromo-1,2,3,4-tetrahydroisoquinoline hydrochloride